(3S,4S)-1-cyclopropylmethyl-4-{[5-(2,4-difluoro-phenyl)-isoxazole-3-carbonyl]-amino}-piperidine-3-carboxylic acid [1-(2-methoxy-phenyl)-ethyl]-amide COC1=C(C=CC=C1)C(C)NC(=O)[C@H]1CN(CC[C@@H]1NC(=O)C1=NOC(=C1)C1=C(C=C(C=C1)F)F)CC1CC1